C(C)(=O)O.C(C=1C(O)=CC=CC1)(=O)N SALICYLAMIDE ACETATE